Cl.C1NCC12CCN(CC2)C(=O)OC(C)(C)C tert-butyl 2,7-diazaspiro[3.5]nonane-7-carboxylate HCl